BrC=1C(=C(CCNC=O)C=CC1)C N-(3-bromo-2-methylphenethyl)formamide